N[C@@H]1C2=CC=CC=C2CC12CCN(CC2)C=2NC(C1=C(N2)NN=C1C1(CC1)C1=NC=CC=N1)=O (S)-6-(1-amino-1,3-dihydrospiro[indene-2,4'-piperidin]-1'-yl)-3-(1-(pyrimidin-2-yl)cyclopropyl)-1,5-dihydro-4H-pyrazolo[3,4-d]pyrimidin-4-one